Cl.N[C@H]1CN(CCC1)C(=O)C1=CC2=C(N(C(=N2)C=2N(C3=CC=C(C=C3C2)F)CC)C)C=C1 (R)-(3-aminopiperidin-1-yl)(2-(1-ethyl-5-fluoro-1H-indol-2-yl)-1-methyl-1H-benzo[d]imidazol-5-yl)methanone, Hydrochloride